(4-(((1R,3R)-3-aminocyclopentyl)amino)-1H-pyrrolo[2,3-b]pyridin-3-yl)(2-chloro-4-phenoxyphenyl)methanone N[C@H]1C[C@@H](CC1)NC1=C2C(=NC=C1)NC=C2C(=O)C2=C(C=C(C=C2)OC2=CC=CC=C2)Cl